2h,4h,5h,6h-pyrrolo[3,4-c]Pyrazole-5-carboxylic acid N=1NC=C2C1CN(C2)C(=O)O